N,6-dimethyl-pyridine CN1CC=CC=C1C